3-hydroxy-N-(1-(4-methoxyphenyl)-2-oxo-2-((4-(trimethylsilyl)phenyl)amino)ethyl)-1,2-oxazole-5-carboxamide OC1=NOC(=C1)C(=O)NC(C(NC1=CC=C(C=C1)[Si](C)(C)C)=O)C1=CC=C(C=C1)OC